OC(C)(C)C12CN(C(C1)C2)C2=CC(=NC=N2)N2N=CC=1C=NC(=CC12)C1(CC2(CC2)C1)C#N 5-(1-(6-(4-(2-hydroxypropan-2-yl)-2-azabicyclo[2.1.1]hexan-2-yl)pyrimidin-4-yl)-1H-pyrazolo[4,3-c]pyridin-6-yl)spiro[2.3]hexane-5-carbonitrile